ClC1=C(C(N(C(N1CC#CC1=CC(=CC=C1)O)=O)C)=O)NC(CC(C)(C)C)=O N-(6-chloro-1-(3-(3-hydroxyphenyl)prop-2-yn-1-yl)-3-methyl-2,4-dioxo-1,2,3,4-tetrahydropyrimidin-5-yl)-3,3-dimethylbutanamide